C(#N)C=1C=2N(C=C(C1)C1CC1)C=C(N2)CN2N=CC(=C2)C(=O)O 1-((8-cyano-6-cyclopropylimidazo[1,2-a]pyridin-2-yl)methyl)-1H-pyrazole-4-carboxylic acid